N[C@H]1CN(CCC1)C(=O)C1=CC2=C(N(C(=N2)C=2N(C3=CC=CC=C3C2)CC)C)C(=C1)C (R)-(3-Aminopiperidin-1-yl)(2-(1-ethyl-1H-indol-2-yl)-1,7-dimethyl-1H-benzo[d]imidazol-5-yl)methanon